CS(=O)(=O)OC(CCNC(=O)OCC1=CC=CC=C1)C [3-(benzyloxycarbonylamino)-1-methyl-propyl] methanesulfonate